(2R,5'S)-1'-((S)-3-cyclopropyl-2-(methylamino)propanoyl)-6-methyl-3-oxo-3,4-dihydrospiro[pyrido[3,2-b][1,4]oxazine-2,3'-pyrrolidine]-5'-carboxamide C1(CC1)C[C@@H](C(=O)N1C[C@]2(C[C@H]1C(=O)N)C(NC1=C(O2)C=CC(=N1)C)=O)NC